3,5-Dimethoxy-4-isopropylbenzaldehyde COC=1C=C(C=O)C=C(C1C(C)C)OC